C(C)(C)(C)OC(=O)N1CCNCC1 piperazine-1-carboxylic acid-1-tert-butyl ester